C(C=C)(=O)OC([C@@H](C(=O)O)N)C (2S)-3-(Acryloyloxy)-2-aminobutyric acid